rac-1-((1S,3S,5S)-3-((6-(1-methyl-1H-pyrazol-4-yl)pyrazolo[1,5-a]pyrazin-4-yl)oxy)-6-azabicyclo[3.2.0]heptan-6-yl)prop-2-en-1-one CN1N=CC(=C1)C=1N=C(C=2N(C1)N=CC2)O[C@H]2C[C@H]1CN([C@H]1C2)C(C=C)=O |r|